(E)-1-amino-2-(1-(2-cyano-3-cyclopropylacryloyl)pyrrolidin-2-yl)-4-(4-((5-methylpyridin-2-yl)carbamoyl)phenyl)-1H-imidazole-5-carboxamide NN1C(=NC(=C1C(=O)N)C1=CC=C(C=C1)C(NC1=NC=C(C=C1)C)=O)C1N(CCC1)C(\C(=C\C1CC1)\C#N)=O